6,6-difluoro-3-azabicyclo[3.1.0]hexan FC1(C2CNCC12)F